2-(3-(1-((1S,2S,3S,5R)-2-fluoro-1-methyl-9-azabicyclo[3.3.1]nonan-3-yl)vinyl)-1,2,4-triazin-6-yl)-5-(1H-imidazol-1-yl)phenol F[C@@H]1[C@@]2(CCC[C@H](C[C@H]1C(=C)C=1N=NC(=CN1)C1=C(C=C(C=C1)N1C=NC=C1)O)N2)C